CN(C1=NC(=NC=C1)NC1=CC=C(C(=O)N)C=C1)C1=CC=C2C(=NNC2=C1)C 4-({4-[methyl-(3-methyl-1H-indazol-6-yl)amino]-2-pyrimidinyl}amino)benzamide